7-[[6-[(dimethyl-amino)methyl]-5-[(2S)-2-methylmorpholin-4-yl]-2-pyridyl]amino]-4-(7-fluoro-imidazo[1,2-a]pyridin-3-yl)isoindolin-1-one Bisformic acid salt C(=O)O.C(=O)O.CN(C)CC1=C(C=CC(=N1)NC=1C=CC(=C2CNC(C12)=O)C1=CN=C2N1C=CC(=C2)F)N2C[C@@H](OCC2)C